(1R,3R)-N-(7-chloro-6-(4-((3R,4R)-4-hydroxy-3-methyltetrahydrofuran-3-yl)piperazin-1-yl)isoquinolin-3-yl)-5-oxaspiro[2.4]heptane-1-carboxamide ClC1=C(C=C2C=C(N=CC2=C1)NC(=O)[C@@H]1C[C@]12COCC2)N2CCN(CC2)[C@@]2(COC[C@@H]2O)C